COC1=CC=C(C=C1)N1CCN(CC1)C1=CC=C(N)C=C1 4-(4-(4-methoxyphenyl)piperazin-1-yl)aniline